FC1=C(O[C@H](C(=O)O)C)C=CC(=C1)I (S)-2-(2-fluoro-4-iodophenoxy)propionic acid